{3-nitro-4-[(tetrahydro-2H-pyran-4-ylmethyl)amino]phenyl-sulfonyl}benzamide [N+](=O)([O-])C=1C=C(C=CC1NCC1CCOCC1)S(=O)(=O)C1=C(C(=O)N)C=CC=C1